[Cl-].[Cl-].CC=1C(C2=CC=CC(=C2C1)C1=C(C=CC=C1)C(C)(C)C)[Zr+2]C1C(=CC2=C(C=CC=C12)C1=C(C=CC=C1)C(C)(C)C)C bis(2-methyl-4-(tert-butyl-phenyl)-indenyl)zirconium dichloride